5,6-dimethyl-1,2,3-benzotriazole hydrate O.CC1=CC2=C(NN=N2)C=C1C